C(C)OC1=CC=C(C=C1)C1=NC(=NC=C1C)NC=1C=NN(C1)C 4-(4-Ethoxyphenyl)-5-methyl-N-(1-methyl-1H-pyrazol-4-yl)pyrimidin-2-amine